9-fluoro-13-oxa-2,17,20,21,24-pentaazapentacyclo[16.5.2.02,6.07,12.021,25]pentacosane-1(24),7,9,11,18(25),19,22-heptaene-16-one FC=1C=C2C3CCCN3C=3C=CN4N=CC(NC(CCOC2=CC1)=O)=C4N3